BrC=1C(=NC(=NC1C(F)F)C)Cl 5-Bromo-4-chloro-6-(difluoromethyl)-2-methylpyrimidine